C(C1=CC=CC=C1)C(C(=O)C1=CC=C(C=C1)N1CCOCC1)(CC)N(C)C 2-benzyl-2-dimethylamino-1-(4'-morpholinophenyl)butan-1-one